C1C(CCC2CCCCC12)OC(C1=C(C=CC=C1)OC(C(=C)C)=O)=O 2-(methacryloyloxy)benzoic acid decahydronaphthalen-2-yl ester